3-(4-methanesulfonylphenyl)-6-(1-methylpiperidin-4-yl)-1,2-dihydro-quinolin-2-one CS(=O)(=O)C1=CC=C(C=C1)C=1C(NC2=CC=C(C=C2C1)C1CCN(CC1)C)=O